COC1=CC=C(C=C1)C1CCCCCCC1 1-(4-methoxyphenyl)cyclooctane